C1(CC1)CN1C(=CC2=CC=CC=C12)C 1-(cyclopropylmethyl)-2-methyl-1H-indole